2-(3-Methoxyquinolin-5-yl)-N,N-dimethylethan-1-amine COC=1C=NC2=CC=CC(=C2C1)CCN(C)C